2-(Perfluorobutyl)ethanol FC(C(C(C(F)(F)F)(F)F)(F)F)(CCO)F